C(#C)[C@@]12CN(C([C@H]2C1)=O)C (1S,5R)-5-ethynyl-3-methyl-3-azabicyclo[3.1.0]hexan-2-one